BrC1=CC=C(C=C1)S(=O)(=O)NC(C1=CC(=CC=C1)OCC1=C(C=CC=C1C)C)=O N-((4-bromophenyl)sulfonyl)-3-((2,6-dimethylbenzyl)oxy)benzamide